C(C=C)(=O)N1C[C@@](CC1)(C1=C(C(=C(C=C1)C)Cl)Cl)NC1=CC=C2C(C(N(C2=C1)C)=O)(C)C 6-[(R)-1-acryloyl-3-(2,3-dichloro-4-tolyl)-3-pyrrolidinylamino]-1-methyl-3,3-dimethyl-2-indolinone